ClC=1C=C(OC2CCC(CC2)NC(=O)C2=NC=C(C=N2)N2CCC(CC2)CO)C=CC1C#N N-((1r,4r)-4-(3-chloro-4-cyanophenoxy)cyclohexyl)-5-(4-(hydroxymethyl)piperidin-1-yl)pyrimidine-2-carboxamide